COC1OC2=C(O1)C1=C(C=C2)C(C2=CC=CC=C2S1)=O 2-methoxythiochromeno[3,2-g][1,3]benzodioxol-6-one